1-[5-[5-[(1R)-1-(3,5-dichloro-4-pyridyl)ethoxy]-1-tetrahydropyran-2-yl-indazol-3-yl]-3-fluoro-2-pyridyl]-3-(1-methylpyrazol-4-yl)azetidin-3-amine ClC=1C=NC=C(C1[C@@H](C)OC=1C=C2C(=NN(C2=CC1)C1OCCCC1)C=1C=C(C(=NC1)N1CC(C1)(N)C=1C=NN(C1)C)F)Cl